[N-](S(=O)(=O)C(F)(F)F)S(=O)(=O)C(F)(F)F.C[NH2+]CCCCCCCCCCCCCCCC methyl-hexadecylammonium bis(trifluoromethanesulfonyl)imide